BrC=1C(=CC=C2C(C(=COC12)C1=CC=C(C=C1)OC)=O)OC 8-bromo-4',7-dimethoxyisoflavone